N1(N=CC=C1)C1=CC=C(C=C1)C=1OC(=C(N1)CN1CCC(CC1)C1=C(C=C(C=C1)OC)C)C 2-(4-(1H-pyrazol-1-yl)phenyl)-4-((4-(4-methoxy-2-methylphenyl)piperidin-1-yl)methyl)-5-methyloxazole